COC1=C(C=CC=C1)C1CCN(CC1)[C@H]1CC2(CN(C2)C=2OC=CN2)CC1 (R)-2-(6-(4-(2-methoxyphenyl)piperidin-1-yl)-2-azaspiro[3.4]octan-2-yl)oxazole